ClC=1C=CC=C(C1OC=1C=C2C(=CC(=NC2=CC1)C=1C=NC(=CC1)Cl)C)Cl 3,5-dichloro-4-((4-methyl-2-(6-chloropyridin-3-yl)quinolin-6-yl)oxy)benzene